dec-8-en-1-one C(CCCCCCC=CC)=O